3-(6-((8-((2-(2,3-difluoro-6-(2-morpholinothiazol-4-yl)phenoxy)ethyl)amino)octyl)amino)-4-oxobenzo[d][1,2,3]triazin-3(4H)-yl)piperidine-2,6-dione FC1=C(OCCNCCCCCCCCNC2=CC3=C(N=NN(C3=O)C3C(NC(CC3)=O)=O)C=C2)C(=CC=C1F)C=1N=C(SC1)N1CCOCC1